ClC=1C=C(CCN2C[C@@H](CC2)CNC(OC(C)(C)C)=O)C=CC1OCC1CC1 tert-butyl (S)-((1-(3-chloro-4-(cyclopropylmethoxy)phenethyl)pyrrolidin-3-yl)methyl)carbamate